C(C=CC=CC=CCCCCCCCCCCCCC)(=O)O 11Z,14Z-eicosatrienoic acid